C(C)(C)(C)OC(=O)N1CCC(C2=CC(=CC=C12)F)=C=O 6-fluoro-4-carbonyl-3,4-dihydroquinoline-1(2H)-carboxylic acid tert-butyl ester